(4,4'-dimethoxytrityl)-N4-benzoyl-2'-O-methyl-cytidine COC1=CC=C(C(C2=CC=C(C=C2)OC)(C2=CC=CC=C2)[C@@]2([C@H](OC)[C@H](O)[C@@H](CO)O2)N2C(=O)N=C(NC(C3=CC=CC=C3)=O)C=C2)C=C1